CN(C(C=C)=O)C1=C(C(=CC=C1)F)C#N N-methyl-N-(2-cyano-3-fluorophenyl)acrylamide